C12C3C4OC4CC3C(C(C1)OC1C3C4CC5OC5C4C(C1)C3)C2 4-oxatetracyclo(6.2.1.02,7.03,5)undec-9-ylether